(aminomethyl)-1,3-thiazole-5-carboxylic acid methyl ester COC(=O)C1=CN=C(S1)CN